1-ethyl-indazole-4-carboxylic Acid C(C)N1N=CC=2C(=CC=CC12)C(=O)O